[Si](C)(C)(C(C)(C)C)O[C@H]1C2N(C(C3=C(N1C(=O)OCC=C)C=C(C(=C3)OC)OCCCI)=O)C=C(C2)\C=C\C (11S,1aS)-allyl 11-(tert-butyldimethylsilyloxy)-8-(3-iodopropoxy)-7-methoxy-5-oxo-2-((E)-prop-1-enyl)-11,11a-dihydro-1H-benzo[e]pyrrolo[1,2-a][1,4]diazepine-10(5H)-carboxylate